CC=1N=C2N(C=C(N=C2SC)C#N)C1 2-Methyl-8-(methylthio)imidazo[1,2-a]pyrazine-6-carbonitrile